C(C1=CC=CC=C1)NC(C1=C(C=CC=C1)C#CC1=CC=C(C=C1)Br)=O N-benzyl-2-(p-bromophenylethynyl)benzamide